2-(3-ethylsulfanyl-pyridin-2-yl)-3-methyl-6-pentafluoroethyl-3H-imidazo[4,5-b]pyridine C(C)SC=1C(=NC=CC1)C1=NC=2C(=NC=C(C2)C(C(F)(F)F)(F)F)N1C